ClC1=NC=2C=CN(C(C2C=C1)=O)C1CN(CC1)C(=O)OC(C)(C)C tert-butyl 3-(2-chloro-5-oxo-1,6-naphthyridin-6-yl)pyrrolidine-1-carboxylate